ClC=1C(=C(C(=CC1Cl)Cl)OC(C(=O)OC1=C(C(=C(C=C1Cl)Cl)Cl)C(=O)OCCC1=CC=C(C=C1)C)=O)C(=O)OCCC1=CC=C(C=C1)C bis(3,4,6-trichloro-2-{[2-(4-methylphenyl)ethoxy]carbonyl} phenyl)-Oxalat